NCC(=O)O.NCC(=O)O.NCC(=O)O.[Ca] calcium triglycine